C1(CC1)C[C@@H]1CN(CCN1S(=O)(=O)C)C1=NC=C2C(=N1)N(N=C2C=2C(=C(C(=C(C2)C(F)(F)F)F)O)F)C (R)-3-(6-(3-(Cyclopropylmethyl)-4-(methylsulfonyl)piperazin-1-yl)-1-methyl-1H-pyrazolo[3,4-d]pyrimidin-3-yl)-2,6-difluoro-5-(trifluoromethyl)phenol